Nε-(prop-2-ynyloxycarbonyl)-L-lysine C(C#C)OC(=O)NCCCC[C@H](N)C(=O)O